2-(8-ethyl-2-methylimidazo[1,2-a]pyridin-6-yl)-7-[1-(2-hydroxyethyl)piperidin-4-yl]-4H-pyrido[1,2-a]pyrimidin-4-one C(C)C=1C=2N(C=C(C1)C=1N=C3N(C(C1)=O)C=C(C=C3)C3CCN(CC3)CCO)C=C(N2)C